N,N-bis(9,9-dimethyl-9H-fluoren-2-yl)-4',4'-dimethyl-3',4'-dihydro-2'H-spiro-[fluoren-9,1'-naphthalen]-2-amine CC1(C2=CC=CC=C2C=2C=CC(=CC12)N(C1=CC2=C(C=C1)C1=CC=CC=C1C21CCC(C2=CC=CC=C12)(C)C)C1=CC=2C(C3=CC=CC=C3C2C=C1)(C)C)C